FC=1C=C(C=C2CCN(CC12)CC1CC2(C1)CCN(CC2)C)C(=O)OC methyl 8-fluoro-2-[(7-methyl-7-azaspiro[3.5]nonan-2-yl)methyl]-3,4-dihydro-1H-isoquinoline-6-carboxylate